(±)-cis-3-hydroxycyclohexanecarboxylic acid isopropyl ester C(C)(C)OC(=O)[C@@H]1C[C@@H](CCC1)O |r|